1,4-oxazepan-4-yl-[3-(2-pyridylamino)-1-(2,2,2-trifluoroethyl)pyrazolo[4,3-c]pyridin-6-yl]methanone O1CCN(CCC1)C(=O)C1=CC2=C(C=N1)C(=NN2CC(F)(F)F)NC2=NC=CC=C2